C(C)(C)(C)OC(=O)N1CC2(C1)CC(C2)CNC(C2=CC(=CC(=C2)F)Cl)=O 6-[[(3-chloro-5-fluoro-benzoyl)amino]methyl]-2-azaspiro[3.3]heptane-2-carboxylic acid tert-butyl ester